C1(CCC1)C(=O)[O-].[Mg+2].C1(CCC1)C(=O)[O-] magnesium cyclobutaneate